ClC1=CC(=C(C=C1)N1C(C2=CC=CC=C2C1)=O)C1=NN=CN1C (4-Chloro-2-(4-methyl-4H-1,2,4-triazol-3-yl)phenyl)-isoindolin-1-one